2-[3-(2-amino-6-{4-[(4-hydroxypiperidin-1-yl)methyl]phenyl}-7H-pyrrolo[2,3-d]pyrimidin-4-yl)-2-(hydroxymethyl)phenyl]-6-cyclopropyl-8-fluoroisoquinolin-1(2H)-one NC=1N=C(C2=C(N1)NC(=C2)C2=CC=C(C=C2)CN2CCC(CC2)O)C=2C(=C(C=CC2)N2C(C1=C(C=C(C=C1C=C2)C2CC2)F)=O)CO